2-((1r,3r)-3-((tert-butoxycarbonyl)(methyl)amino)-1-ethoxy-4-methylpentyl)thiazole-4-carboxylic ethyl ester C(C)OC(=O)C=1N=C(SC1)[C@@H](C[C@H](C(C)C)N(C)C(=O)OC(C)(C)C)OCC